NCCCN1N=C2C=CC=C(C2=C1)C=1C=C(O[C@H]2C[C@H](N(C2)C(=O)C=2C=NN(C2)C2=C(C=C(C=C2)F)Cl)C(=O)O)C=CC1 (2S,4S)-4-[3-[2-(3-aminopropyl)indazol-4-yl]phenoxy]-1-[1-(2-chloro-4-fluoro-phenyl)pyrazole-4-carbonyl]pyrrolidine-2-carboxylic acid